5-(1-(2,2-difluoroethyl)-3-(difluoromethyl)-1H-pyrazol-4-yl)-1-methyl-1H-imidazole-2-carboxamide FC(CN1N=C(C(=C1)C1=CN=C(N1C)C(=O)N)C(F)F)F